C(C)N1/C(/SCC1=O)=N/C1=CC=C(C=C1)S(=O)(=O)N (Z)-4-((3-ethyl-4-oxothiazolidin-2-ylidene)amino)benzenesulphonamide